(R)-3,5-Dimethyl-benzoic acid N-(1-tert-butyl-butyl)-N'-(2-fluoro-benzoyl)-hydrazide C(C)(C)(C)[C@@H](CCC)N(NC(C1=C(C=CC=C1)F)=O)C(C1=CC(=CC(=C1)C)C)=O